(benzyloxy)-8-chloro-4-fluorobicyclo[4.2.0]oct-1(6),2,4-triene C(C1=CC=CC=C1)OC=1C=2C(CC2C=C(C1)F)Cl